C(#N)C=1C(=NC(=C(C1)C(=O)OCC)C(F)(F)F)N1CC(CC1)C(=O)O 1-(3-cyano-5-(ethoxycarbonyl)-6-(trifluoromethyl)pyridin-2-yl)pyrrolidine-3-carboxylic acid